C(#N)C1=CC(=C(COC2=CC=CC(=N2)C2CCN(CC2)[C@H]2CCN3C2=NC2=C3C=C(C=C2)C(=O)O)C=C1)F (S)-3-(4-(6-((4-cyano-2-fluorobenzyl)oxy)pyridin-2-yl)piperidin-1-yl)-2,3-dihydro-1H-benzo[d]pyrrolo[1,2-a]imidazole-7-carboxylic acid